4-(tert-butyl)-N-(3-fluoro-4-(6-isopropoxypyridin-3-yl)-5-(2H-tetrazol-5-yl)phenyl)piperidine-1-carboxamide C(C)(C)(C)C1CCN(CC1)C(=O)NC1=CC(=C(C(=C1)C=1N=NNN1)C=1C=NC(=CC1)OC(C)C)F